ClC1=CC=C(CNC(=O)NC2=CC(=C(C=C2)OCCCN(C)C)C=2N(N=CC2)C)C=C1 1-(4-Chloro-benzyl)-3-[4-(3-dimethylamino-propoxy)-3-(2-methyl-2H-pyrazol-3-yl)-phenyl]-urea